O1C=CC=2C1=C(N=CC2)C#N Furo[2,3-c]pyridine-7-carbonitrile